BrC=1C(=CC2=C(NC(C(O2)(F)F)=O)C1)F 6-bromo-2,2,7-trifluoro-4H-1,4-benzoxazin-3-one